1-[4-chloro-3-(trifluoromethyl)phenyl]-3-(4-fluorophenyl)thiourea ClC1=C(C=C(C=C1)NC(=S)NC1=CC=C(C=C1)F)C(F)(F)F